5-(tert-butyl) 3-Ethyl-1-(3-cyano-4-fluorobenzyl)-7-methyl-1,4,6,7-tetrahydro-5H-pyrazolo[4,3-c]pyridine-3,5-dicarboxylate C(C)C1(NN(C2=C1CN(CC2C)C(=O)OC(C)(C)C)CC2=CC(=C(C=C2)F)C#N)C(=O)[O-]